FC(C(=O)N1C2CN(CC1C2)C2=NC(=NC=C2F)NC2=CC(=C(C(=O)NCC)C=C2)C)(C)F 4-({4-[6-(2,2-difluoropropanoyl)-3,6-diazabicyclo[3.1.1]hept-3-yl]-5-fluoropyrimidin-2-yl}amino)-N-ethyl-2-methylbenzamide